C(C1=CC=CC=C1)C=1C=NC(=NC1)C=1CCN(CC1)C=1C=NN2C1C=CC(=C2)C=2C=NN(C2)C 3-(4-(5-benzylpyrimidin-2-yl)-3,6-dihydropyridin-1(2H)-yl)-6-(1-methyl-1H-pyrazol-4-yl)pyrazolo[1,5-a]pyridine